O.P(O)(O)=O.P(O)(O)=O bisphosphonic acid monohydrate